1-bromo-4-(2-methoxy-2-methyl-propoxy)benzene lithium [Li].BrC1=CC=C(C=C1)OCC(C)(C)OC